(2S,5R)-5-(2-bromophenyl)-1-(2'-methoxy-[1,1'-biphenyl]-4-carbonyl)pyrrolidine-2-carboxylic acid BrC1=C(C=CC=C1)[C@H]1CC[C@H](N1C(=O)C1=CC=C(C=C1)C1=C(C=CC=C1)OC)C(=O)O